aluminium nitrate salt [N+](=O)([O-])[O-].[Al+3].[N+](=O)([O-])[O-].[N+](=O)([O-])[O-]